FC(C1=CC(=NC=2N1N=CC2C(=O)NCC)C2=CC(=C(C=C2)C)C)F 7-difluoromethyl-5-(3,4-dimethylphenyl)-N-ethylpyrazolo[1,5-a]pyrimidine-3-carboxamide